2-[4-[4-(aminomethyl)-8-chloro-1-oxo-2H-phthalazin-6-yl]-2-methyl-pyrazol-3-yl]naphthalene-1-carbonitrile NCC1=NNC(C2=C(C=C(C=C12)C1=C(N(N=C1)C)C1=C(C2=CC=CC=C2C=C1)C#N)Cl)=O